C(C)OCC(CN1CCC(CC1)NC1=C2C=C(N(C2=CC=C1)CC(F)(F)F)I)O 1-ethoxy-3-(4-((2-iodo-1-(2,2,2-trifluoroethyl)-1H-indol-4-yl)amino)piperidin-1-yl)propan-2-ol